tert-butyl 2-(2-(2-isopropylphenyl)-4-(4-methoxybenzoyl)piperazin-yl)-7-azaspiro[3.5]nonane-7-carboxylate C(C)(C)C1=C(C=CC=C1)C1N(CCN(C1)C(C1=CC=C(C=C1)OC)=O)C1CC2(C1)CCN(CC2)C(=O)OC(C)(C)C